ClC=1C=C(CN2C3(CN(C3)C(=O)N)C(N(CC2=O)C2CCC(CC2)C)=O)C=CC1F 5-(3-chloro-4-fluorobenzyl)-8-((1r,4r)-4-methylcyclohexyl)-6,9-dioxo-2,5,8-triazaspiro[3.5]nonane-2-carboxamide